BrC=1C=CC2=C(N(N=N2)CC2=CC=C(C=N2)C=2OC(=NN2)C(F)F)C1 2-(6-((6-bromo-1H-benzo[d][1,2,3]triazol-1-yl)methyl)pyridin-3-yl)-5-(difluoromethyl)-1,3,4-oxadiazole